N-(1-(3,4-dichlorobenzyl)-2,3-diketoindol-5-yl)benzamide ClC=1C=C(CN2C(C(C3=CC(=CC=C23)NC(C2=CC=CC=C2)=O)=O)=O)C=CC1Cl